2-((1-(2-azaspiro[3.3]heptan-6-yl)-1H-pyrazol-4-yl)amino)-6-(2,2-difluoroethyl)-4-((1-methylcyclopropyl)amino)pyrido[4,3-d]pyrimidin-5(6H)-one C1NCC12CC(C2)N2N=CC(=C2)NC=2N=C(C1=C(N2)C=CN(C1=O)CC(F)F)NC1(CC1)C